3-fluoro-2-(4-(3-(8-hydroxy-6,10-dioxa-2-azaspiro[4.5]decan-2-yl)-1H-pyrazol-1-yl)-5-oxo-6,7-dihydro-5H-pyrrolo[3,4-b]pyridin-2-yl)benzonitrile FC=1C(=C(C#N)C=CC1)C1=CC(=C2C(=N1)CNC2=O)N2N=C(C=C2)N2CC1(CC2)OCC(CO1)O